C(C)N1N=CC=C1CCC(=O)O 3-(1-ethyl-1H-pyrazol-5-yl)propionic acid